C1(C(CC(CC1)C(C)C)N)(C)N menthandiamine